1-((1S,6S,7R)-7-methyl-7-((6-(1-methyl-1H-pyrazol-4-yl)pyrazolo[1,5-a]pyrazin-4-yl)oxy)-2-azabicyclo[4.2.0]octan-2-yl)prop-2-en-1-one C[C@@]1([C@H]2CCCN([C@H]2C1)C(C=C)=O)OC=1C=2N(C=C(N1)C=1C=NN(C1)C)N=CC2